OCC=1N=NN2C1CN(CCC2)C(=O)OC(C)(C)C tert-butyl 3-(hydroxymethyl)-7,8-dihydro-4H-[1,2,3]triazolo[1,5-a][1,4]diazepine-5(6H)-carboxylate